N1CC(C1)CN1C(C(N(C(C1([2H])[2H])([2H])[2H])C1=C(C(=C2C(N(C(C2=C1)=O)C1C(NC(CC1)=O)=O)=O)F)F)([2H])[2H])([2H])[2H] 6-(4-(azetidin-3-ylmethyl)piperazin-1-yl-2,2,3,3,5,5,6,6-d8)-2-(2,6-dioxopiperidin-3-yl)-4,5-difluoroisoindoline-1,3-dione